tert-Butyl (1S,4S)-5-(4-((5-(difluoromethoxy)pyridin-3-yl)amino)pyrido[3,2-d]pyrimidin-6-yl)-2,5-diazabicyclo[2.2.1]heptane-2-carboxylate FC(OC=1C=C(C=NC1)NC=1C2=C(N=CN1)C=CC(=N2)N2[C@@H]1CN([C@H](C2)C1)C(=O)OC(C)(C)C)F